3-[6-cyclopropyl-4-[4-fluoro-2-(3-fluoroazetidine-1-carbonyl)phenyl]pyridin-2-yl]-6-[(2-methoxyethylamino)methyl]-5H-pyrrolo[3,2-d]pyrimidin-4-one C1(CC1)C1=CC(=CC(=N1)N1C=NC2=C(C1=O)NC(=C2)CNCCOC)C2=C(C=C(C=C2)F)C(=O)N2CC(C2)F